3-(5-bromo-2-hydroxyphenyl)prop-2-enamide BrC=1C=CC(=C(C1)C=CC(=O)N)O